5-((diphenylmethylene)amino)-2-methyl-2H-indazole-4-carbonitrile C1(=CC=CC=C1)C(C1=CC=CC=C1)=NC1=C(C2=CN(N=C2C=C1)C)C#N